S(=O)([O-])S(=O)[O-].[NH4+].[NH4+] Ammonium dithionite